7-benzyl-N-(4,4-difluorocyclohexyl)-2-(3,5-dimethyl-1H-pyrazol-1-yl)-5,6,7,8-tetrahydropyrido[3,4-d]pyrimidin-4-amine C(C1=CC=CC=C1)N1CC=2N=C(N=C(C2CC1)NC1CCC(CC1)(F)F)N1N=C(C=C1C)C